NC1=CC=C(C(=N1)C)CNC([C@H](C)NC(=O)C=1NC=2CC(CC(C2C(C1)C1=CC=CC=C1)=O)(C)C)=O N-((S)-1-(((6-amino-2-methylpyridin-3-yl)methyl)amino)-1-oxopropan-2-yl)-7,7-dimethyl-5-oxo-4-phenyl-1,4,5,6,7,8-hexahydroquinoline-2-carboxamide